(R)-(7-(4-Fluorobenzoyl)-8-methyl-3-(3-methyl-1,2,4-thiadiazol-5-yl)-5,6,7,8-Tetrahydroimidazo[1,5-a]pyrazin-1-yl)(methyl)carbamate FC1=CC=C(C(=O)N2[C@@H](C=3N(CC2)C(=NC3OC(NC)=O)C3=NC(=NS3)C)C)C=C1